(4-tert-butylphenyl)(phenyl)(4'-tridecylphenyl)sulfonium perfluoro-1-butanesulfonate FC(C(C(C(F)(F)F)(F)F)(F)F)(S(=O)(=O)[O-])F.C(C)(C)(C)C1=CC=C(C=C1)[S+](C1=CC=C(C=C1)CCCCCCCCCCCCC)C1=CC=CC=C1